(5-(4-(5,7-dihydroxy-8-methoxy-4-oxo-4H-chromen-2-yl)phenyl)pentyl)triphenylphosphonium bromide [Br-].OC1=C2C(C=C(OC2=C(C(=C1)O)OC)C1=CC=C(C=C1)CCCCC[P+](C1=CC=CC=C1)(C1=CC=CC=C1)C1=CC=CC=C1)=O